BrC1=CN=C(C2=NC=CN=C21)NC[C@]2(COCC2)O (R)-3-(((8-bromopyrido[3,4-b]pyrazin-5-yl)amino)methyl)tetrahydrofuran-3-ol